N(=[N+]=[N-])N[C@@H](CCCNC(N)=N)C(=O)O azidoarginine